2,17,19-trihydroxyandrost-4-en-3-one OC1C(C=C2CC[C@H]3[C@@H]4CCC([C@@]4(C)CC[C@@H]3[C@]2(C1)CO)O)=O